C([C@H](CO)CCC)([2H])([2H])[2H] (S)-2-(methyl-d3)pentan-1-ol